3-(1,4-dioxaspiro[4.5]decan-8-yl)-2-fluoro-aniline O1CCOC12CCC(CC2)C=2C(=C(N)C=CC2)F